O=C1N(CCC(N1)=O)C1=NN(C2=CC(=CC=C12)N1CCC2(CCN(C2)C(=O)OC(C)(C)C)CC1)C tert-butyl 8-[3-(2,4-dioxohexahydropyrimidin-1-yl)-1-methyl-indazol-6-yl]-2,8-diazaspiro[4.5]decane-2-carboxylate